BrC1=C(C(=NC(=C1)C)N(CC1=CC=C(C=C1)OC)CC1=CC=C(C=C1)OC)F 4-bromo-3-fluoro-N,N-bis(4-methoxybenzyl)-6-methylpyridin-2-amine